N-(4-acetamidophenyl)-2-chloro-N-[(1-methylpyrrol-2-yl)methyl]acetamide C(C)(=O)NC1=CC=C(C=C1)N(C(CCl)=O)CC=1N(C=CC1)C